C(#N)C1=C(C=C(C=C1)OC)N(C(C(=C)C)=O)C N-(2-cyano-5-methoxyphenyl)-N-methylmethacrylamide